C(C=C)(=O)OCCCCCCCCCC=C 10-Undecenyl Acrylate